C=C1CC(CC(C1)=C)=C 1,3,5-tri{methylene}benzene